C1(=CC=CC=C1)C1(CC1)C1=CC(=NN1)C(=O)OCC ethyl 5-(1-phenylcyclopropyl)-1H-pyrazole-3-carboxylate